CN(C)CC=1C=C2C(=CN(C2=CC1)C(=O)OC(C)(C)C)C=O tert-Butyl 5-((dimethylamino)methyl)-3-formyl-1H-indole-1-carboxylate